3-bromo-2-(prop-1-en-2-yl)benzoate BrC=1C(=C(C(=O)[O-])C=CC1)C(=C)C